sodium 1-((6'-(2H-tetrazol-5-yl)-[1,1':3',1''-terphenyl]-4-yl)methyl)-4-(2-hydroxypropan-2-yl)-2-propyl-1H-imidazole-5-carboxylate N=1NN=NC1C1=CC=C(C=C1C1=CC=C(C=C1)CN1C(=NC(=C1C(=O)[O-])C(C)(C)O)CCC)C1=CC=CC=C1.[Na+]